5-(2-chloro-5-(hydroxymethyl)pyridin-3-yl)-2-(3-fluoro-4-methoxybenzyl)-7-((2-(methylamino)-1H-imidazol-1-yl)methyl)isoquinolin-1(2H)-one ClC1=NC=C(C=C1C1=C2C=CN(C(C2=CC(=C1)CN1C(=NC=C1)NC)=O)CC1=CC(=C(C=C1)OC)F)CO